1-(4-(4-amino-1-cyclopropyl-1H-pyrazolo[3,4-d]pyrimidin-3-yl)-2-fluorophenyl)-3-(3-((4-methylpiperazin-1-yl)methyl)-5-(trifluoromethyl)phenyl)urea NC1=C2C(=NC=N1)N(N=C2C2=CC(=C(C=C2)NC(=O)NC2=CC(=CC(=C2)C(F)(F)F)CN2CCN(CC2)C)F)C2CC2